5-(6-(difluoromethyl)pyridin-3-yl)-N-(2-fluoro-2-methylpropyl)-7H-pyrrolo[2,3-d]pyrimidin-2-amine FC(C1=CC=C(C=N1)C1=CNC=2N=C(N=CC21)NCC(C)(C)F)F